C(C(=C)C)(=O)OCCCCCCOC(C(=C)CS(=O)(=O)C1=CC=C(C)C=C1)=O 2-(toluene-4-sulfonylmethyl)acrylic acid (6-methacryloyloxyhexyl) ester